1-(3-((2,3-difluoro-6-(2-morpholinothiazol-4-yl)phenoxy)methyl)phenyl)dihydropyrimidine-2,4(1H,3H)-dione FC1=C(OCC=2C=C(C=CC2)N2C(NC(CC2)=O)=O)C(=CC=C1F)C=1N=C(SC1)N1CCOCC1